6-{5-chloro-2-[(2-methyloxan-4-yl)amino]pyrimidin-4-yl}-2-[2-oxo-2-(1,2,3,4-tetrahydroisoquinolin-2-yl)ethyl]-2,3-dihydro-1H-isoindol-1-one ClC=1C(=NC(=NC1)NC1CC(OCC1)C)C1=CC=C2CN(C(C2=C1)=O)CC(N1CC2=CC=CC=C2CC1)=O